3-(4-(5-((6-(3,5-dichlorophenyl)-4-((4-((3-methylureido)methyl)piperidin-1-yl)methyl)pyridin-2-yl)oxy)pyrimidin-2-yl)piperazin-1-yl)propanamide ClC=1C=C(C=C(C1)Cl)C1=CC(=CC(=N1)OC=1C=NC(=NC1)N1CCN(CC1)CCC(=O)N)CN1CCC(CC1)CNC(=O)NC